COCOC=1C=C(C(=O)O)C=CC1[N+](=O)[O-] 3-(Methoxymethoxy)-4-nitrobenzoic acid